tri-methyl-phenyl-tin butyrate C(CCC)(=O)O.C[Sn](C1=CC=CC=C1)(C)C